1-((1-fluorocyclopropyl)methyl)-N-((5-phenyl-1,3,4-thiadiazol-2-yl)methyl)-1H-1,2,3-triazole-4-carboxamide FC1(CC1)CN1N=NC(=C1)C(=O)NCC=1SC(=NN1)C1=CC=CC=C1